COC(CC[C@@H](C)[C@H]1CC[C@H]2[C@@H]3C([C@@H]([C@@H]4C[C@@H](CC[C@]4(C)[C@H]3[C@H](C[C@]12C)O)OC(C)=O)CC)=O)=O.C(C=C(C)C)C=1C(=C(C(=C2C(=C(C(=C(C12)C(OCC)OCC)CC=C(C)C)CC=C(C)C)CC=C(C)C)CC=C(C)C)CC=C(C)C)CC=C(C)C heptaprenyl-diethoxymethylnaphthalene Methyl-3α-Acetoxy-6α-ethyl-11β-hydroxy-7-keto-5β-cholan-24-oate